C(C)C1=C(C=CC=C1)[C@H](CN1C(N(C(C2=C1SC(=C2C)C=2OC=CN2)=O)C(C(=O)O)(C)C)=O)OCCO 2-[1-[(2R)-2-(2-ethylphenyl)-2-(2-hydroxyethoxy)ethyl]-5-methyl-6-(1,3-oxazol-2-yl)-2,4-dioxo-1H,2H,3H,4H-thieno[2,3-d]pyrimidin-3-yl]-2-methylpropionic acid